CN1C(C(CCC1=O)N1C(C2=CC=C(C=C2C1=O)N1CCN(CC1)C(=O)OC(C)(C)C)=O)=O tert-Butyl 4-(2-(1-methyl-2,6-dioxopiperidin-3-yl)-1,3-dioxoisoindolin-5-yl)piperazine-1-carboxylate